NEODYMIUM-IRON-BORON [B].[Fe].[Nd]